FC=1C=C(C=CC1)[C@@H](C1N(C(CC1)CC1CCC(CC1)OC)C(=O)[O-])O 2-((S)-(3-fluorophenyl)-(hydroxy)methyl)-5-(((1r,4S)-4-methoxycyclohexyl)methyl)pyrrolidine-1-carboxylate